4-(4-(2,6-bis(benzyloxy)pyridin-3-yl)phenyl)-1-oxa-4,9-diazaspiro[5.5]undecane C(C1=CC=CC=C1)OC1=NC(=CC=C1C1=CC=C(C=C1)N1CCOC2(C1)CCNCC2)OCC2=CC=CC=C2